C(C)NC(OC(C)(C)C)=O tert-butyl (E)-N-ethylcarbamate